bis(2-{bis(2-thienylmethyl)aminocarbonyloxy} ethyl)3,5-pyridinedicarboxylate S1C(=CC=C1)CN(C(=O)OCCOC(=O)C=1C=NC=C(C1)C(=O)OCCOC(=O)N(CC=1SC=CC1)CC=1SC=CC1)CC=1SC=CC1